COCS(=O)(=O)NC1=C(C(=O)O)C=CC=C1 2-((methoxymethyl)sulfonamido)benzoic acid